C(C)OC(=O)C=1C=NN(C1S(NC(NC1=NC(=CC(=N1)OC)OC)=O)(=O)=O)C ethyl-5-(4,6-dimethoxypyrimidin-2-ylcarbamoylsulfamoyl)-1-methylpyrazole-4-carboxylate